CC(C)NC1=CC=NC=2N1N=CC2 7-(propan-2-ylamino)pyrazolo[1,5-a]pyrimidine